[Si](C)(C)(C(C)(C)C)OCCCC(O)C1N(CC=2C=CC(=NC2C1)Cl)C(=O)OC(C)(C)C Tert-butyl 7-(4-((tert-butyldimethylsilyl)oxy)-1-hydroxybutyl)-2-chloro-7,8-dihydro-1,6-naphthyridine-6(5H)-carboxylate